nitrilotri-acetic acid N(CC(=O)O)(CC(=O)O)CC(=O)O